FC=1C(=C(C=CC1)C1=NC=C2NC(N(C2=N1)CC1=CC=C(C=C1)N1N=C2C(=C1C)COCC2)=O)C(C)C 2-(3-fluoro-2-isopropylphenyl)-9-[(4-[3-methyl-4H,6H,7H-pyrano[4,3-c]pyrazol-2-yl]phenyl)methyl]-7H-purin-8-one